COC1=C2C=NN(C2=CC(=C1)C=O)C1OCCCC1 4-methoxy-1-(tetrahydro-2H-pyran-2-yl)-1H-indazole-6-carbaldehyde